C12C(C3CC(CC(C1)C3)C2)NCCNC(=O)C2=NN(C(=C2C)C2=CC=C(C=C2)CC)C2=C(C=C(C=C2)Cl)Cl N-(2-((1r,3r,5r,7r)-adamantan-2-ylamino)ethyl)-1-(2,4-dichlorophenyl)-5-(4-ethylphenyl)-4-methyl-1H-pyrazole-3-carboxamide